6-(4-isopropyl-3-(5-(6-(2-(methylsulfonyl)ethyl)-2,6-diazaspiro[3.3]heptan-2-yl)pyridin-2-yl)-1H-pyrazol-5-yl)-8-methoxy-[1,2,4]triazolo[1,5-a]pyridine C(C)(C)C=1C(=NNC1C=1C=C(C=2N(C1)N=CN2)OC)C2=NC=C(C=C2)N2CC1(C2)CN(C1)CCS(=O)(=O)C